ClC1=C(C=CC=C1)NC(=O)C1=CC=C(C=C1)NC1=NC(=NC=C1F)NC1=CC=C(C=C1)CC(=O)N1CCN(CC1)CCCCCCNC1=C2C(N(C(C2=CC=C1)=O)C1C(NC(CC1)=O)=O)=O 4-(2-(4-((4-((4-((2-chlorophenyl)carbamoyl)phenyl)amino)-5-fluoropyrimidin-2-yl)amino)phenyl)acetyl)-N-(6-((2-(2,6-dioxopiperidin-3-yl)-1,3-dioxoisoindolin-4-yl)amino)hexyl)piperazine